5-Fluoro-2-methoxy-6-morpholino-N-(4-phenylbutyl)-1H-benzo[d]imidazole-1-carboxamide FC1=CC2=C(N(C(=N2)OC)C(=O)NCCCCC2=CC=CC=C2)C=C1N1CCOCC1